NC1=CC=CC=C1 r-aniline